4-chloro-1-methyl-1H-pyrazolo[3,4-d]pyrimidine ClC1=C2C(=NC=N1)N(N=C2)C